C1(CC1)C([C@@H](C(NC1=NC(=C(C=C1)C=1C=[N+](C=CC1C1CC1)[O-])F)=O)NC(=O)C=1N(N=CC1)C(C)C)C1CC1 N-[(1S)-2,2-dicyclopropyl-1-[[5-(4-cyclopropyl-1-oxido-pyridin-1-ium-3-yl)-6-fluoro-2-pyridyl]carbamoyl]ethyl]-2-isopropyl-pyrazole-3-carboxamide